C1(C=CC(N1CCN)=O)=O Maleimidoethyl-amine